(5'S,7a'R)-5'-(2-fluorophenyl)-1-([1,2,4]triazolo[1,5-a]pyridin-5-yl)tetrahydro-3'H-spiro[piperidine-4,2'-pyrrolo[2,1-b][1,3]oxazol]-3'-one FC1=C(C=CC=C1)[C@@H]1CC[C@H]2OC3(C(N21)=O)CCN(CC3)C3=CC=CC=2N3N=CN2